4-((6-chloro-3,4-dihydroisoquinolin-2(1H)-yl)methyl)-1H-1,2,3-triazole-5-carboxylic acid ClC=1C=C2CCN(CC2=CC1)CC=1N=NNC1C(=O)O